tert-butyl (2R,5S)-4-(7'-(2,4-dimethoxybenzyl)-2-fluoro-6',7'-dihydrospiro[cyclopropane-1,5'-pyrrolo[2,3-d]pyrimidin]-4'-yl)-2,5-dimethylpiperazine-1-carboxylate COC1=C(CN2CC3(C4=C2N=CN=C4N4C[C@H](N(C[C@@H]4C)C(=O)OC(C)(C)C)C)C(C3)F)C=CC(=C1)OC